5-(1-(2-fluoroethyl)-2-methyl-1H-benzo[d]imidazol-6-yl)-4-methoxy-N-(2-oxaspiro[3.5]nonan-7-yl)pyrrolo[2,1-f][1,2,4]triazin-2-amine FCCN1C(=NC2=C1C=C(C=C2)C=2C=CN1N=C(N=C(C12)OC)NC1CCC2(COC2)CC1)C